C1=CC(OC)=C2C=3[C@@]45[C@@H](O2)[C@@H](O)C=C[C@H]4[C@@H](CC13)N(C)CC5 CODEIN